N-(5-chloro-4-fluoro-2-nitrophenyl)-N-methylmethanesulfonamide ClC=1C(=CC(=C(C1)N(S(=O)(=O)C)C)[N+](=O)[O-])F